BrC1(C(C1)C=1C(=C(C(=C2C=NNC12)C=1N=CC=2N(C1)C=C(N2)NC(=O)C2C(C2)F)Cl)F)F N-(6-(7-(2-bromo-2-fluorocyclopropyl)-5-chloro-6-fluoro-1H-indazol-4-yl)imidazo[1,2-a]pyrazin-2-yl)-2-fluorocyclopropane-1-carboxamide